3-[(4,6-dimethylpyridin-2-yl)sulfanyl]-5,6-dimethylpyridazine-4-carbonitrile CC1=CC(=NC(=C1)C)SC=1N=NC(=C(C1C#N)C)C